(4-methoxybenzyl)naphtho[1,8-de][1,2]oxazin-3(2H)-one COC1=CC=C(CN2OC=3C4=C(C2=O)C=CC=C4C=CC3)C=C1